ICN1N=CN=C1 1-(iodomethyl)-1H-1,2,4-triazole